N-(2-fluoro-3-methoxy-6-(1H-tetrazol-1-yl)benzyl)-1H-1,2,3-triazole-4-carboxamide FC1=C(CNC(=O)C=2N=NNC2)C(=CC=C1OC)N1N=NN=C1